ClC1=C(C=NC=C1O)C1=NN=C(S1)CN1C2(CC2)C(N(C1=O)CC)=O 4-((5-(4-chloro-5-hydroxypyridin-3-yl)-1,3,4-thiadiazol-2-yl)methyl)-6-ethyl-4,6-diazaspiro[2.4]heptane-5,7-dione